C(C=1C(O)=CC=CC1)(=O)N Salicylamid